CC(C[C@H]1CNCCC1)(C)NC[C@H](O)C1=NC(=CC=C1)C(F)(F)F (S)-2-((2-methyl-1-((S)-piperidin-3-yl)propan-2-yl)amino)-1-(6-(trifluoromethyl)pyridin-2-yl)ethan-1-ol